N-(5-fluoropyridin-2-yl)-2-[2-(4-methylpiperazin-1-yl)-5,8-dioxo-6-(propan-2-yl)-5,6,7,8-tetrahydro-4H-pyrazolo[1,5-a]pyrrolo[3,4-d]pyrimidin-4-yl]acetamide FC=1C=CC(=NC1)NC(CN1C=2N(C(C3=C1C(N(C3)C(C)C)=O)=O)N=C(C2)N2CCN(CC2)C)=O